3,4-dihydroxyphenethyl acrylate C(C=C)(=O)OCCC1=CC(=C(C=C1)O)O